4-((1-(4-(2-(2-Aminopyridin-3-yl)-5-(isothiazol-4-yl)-3H-imidazo[4,5-b]pyridin-3-yl)benzyl)piperidin-4-yl)amino)pyrimidine-2-carbonitrile NC1=NC=CC=C1C1=NC=2C(=NC(=CC2)C=2C=NSC2)N1C1=CC=C(CN2CCC(CC2)NC2=NC(=NC=C2)C#N)C=C1